BrC1=CC=C(OCC2(COC2)CO)C=C1 [3-(4-bromo-phenoxymethyl)-oxetan-3-yl]-methanol